CN1C=NC=C1C1=NC=CC(=N1)C(=O)NC1CCC(CC1)C 2-(1-methyl-1H-imidazol-5-yl)-N-((1r,4r)-4-methylcyclohexyl)pyrimidine-4-carboxamide